FC1=CC=C(C(=O)N[C@H](CC2=CC=CC=C2)[C@@H]2CN(C(O2)=O)C2=CC=C(C=C2)S(=O)(=O)Cl)C=C1 4-((S)-5-((R)-1-(4-fluorobenzamido)-2-phenylethyl)-2-oxooxazolidin-3-yl)benzene-1-sulfonyl chloride